NC=1C=CC2=CC3=C(OC(O3)(C3=CC=CC=C3)C)C=C2C1 7-Amino-2-methyl-2-phenyl-naphtho[2,3-d][1,3]dioxolane